CC1=CNC2=NC=C(C=C21)C=2C=C1CC3(OCC1=C(C2)[C@H]2NCCC2)CC3 (S)-3-methyl-5-(8'-(pyrrolidin-2-yl)spiro[cyclopropan-1,3'-isochroman]-6'-yl)-1H-pyrrolo[2,3-b]pyridine